(alphaS)-alpha-amino-phenylbutyryl-L-leucyl-D-phenylalanine methyl ester COC([C@H](NC([C@@](NC(CCCC1=CC=CC=C1)=O)(CC(C)C)N)=O)CC1=CC=CC=C1)=O